BrC1=C(C=C(C(=C1)C(=O)NC=1C=NC(=C(C1)Cl)N1N=CC=N1)F)C1=C(C=C(C=C1)F)Br 2,2'-dibromo-N-(5-chloro-6-(2H-1,2,3-triazol-2-yl)pyridin-3-yl)-4',5-difluoro-[1,1'-biphenyl]-4-carboxamide